(2S,3R)-3-amino-2-hydroxy-4-p-hydroxyphenylbutanoyl-(S)-leucine N[C@@H](C(C(=O)N[C@@H](CC(C)C)C(=O)O)O)CC1=CC=C(C=C1)O